(R)-3-(5-cyclopropyl-3-vinyl-1H-1,2,4-triazol-1-yl)-10-methyl-9,10,11,12-tetrahydro-8H-[1,4]diazepino[5',6':4,5]thieno[3,2-f]quinolin C1(CC1)C1=NC(=NN1C1=NC=2C=CC3=C(C2C=C1)C1=C(S3)CN[C@@H](CN1)C)C=C